C(C)[C@@H]1N(C[C@H](N(C1)C(C)C=1C=NC(=CC1)CC)CC)C=1C=2C(N(C(C1)=O)C)=CN(N2)CC#N 2-(7-((2S,5R)-2,5-diethyl-4-(1-(6-ethylpyridin-3-yl)ethyl)piperazin-1-yl)-4-methyl-5-oxo-4,5-dihydro-2H-pyrazolo[4,3-b]pyridin-2-yl)acetonitrile